ClC1=CC(=C(OC=2C=C(C=C(C2)C)C=2C3=C(C(N(C2)C)=O)C=C(S3)C(=O)NCCO)C(=C1)C)C 7-(3-(4-chloro-2,6-dimethylphenoxy)-5-methylphenyl)-N-(2-hydroxyethyl)-5-methyl-4-oxo-4,5-dihydrothieno[3,2-c]pyridine-2-carboxamide